CCCCCCCCCCCCCCCCCCCCCCCO The molecule is a long-chain primary fatty alcohol that is tricosane in which a hydrogen attached to one of the terminal carbons is replaced by a hydroxy group. It has been isolated from bulbs of Polianthes tuberosa, bran from the Italian bread wheat variety Pegaso and its 11 near-isogenic lines, and from the aerial parts of f Centaurea austro-anatolica. It has a role as a plant metabolite. It derives from a hydride of a tricosane.